N,N,N-trimethyladamantyl-ammonium chloride [Cl-].C[N+](C)(C)C12CC3CC(CC(C1)C3)C2